CC=1C=C(C=NC1)C=1N=C(NC(C1)=O)C=1C=C(CNC(C(C)C)=O)C=CC1C(F)(F)F N-{3-[4-(5-methylpyridin-3-yl)-6-oxo-1,6-dihydropyrimidin-2-yl]-4-(trifluoromethyl)benzyl}isobutyramide